BrC1=C(C=C(C(=C1)OC)Cl)F 1-Bromo-4-chloro-2-fluoro-5-methoxybenzene